2-(((9H-fluoren-9-yl)methoxy)carbonylaminooxy)acetic acid C1=CC=CC=2C3=CC=CC=C3C(C12)COC(=O)NOCC(=O)O